2-(2-((5-(1-aminoisoquinolin-5-yl)-1'-propionyl-2,3-dihydrospiro[inden-1,4'-piperidin]-3-yl)oxy)-6-methylphenyl)acetic acid NC1=NC=CC2=C(C=CC=C12)C=1C=C2C(CC3(CCN(CC3)C(CC)=O)C2=CC1)OC1=C(C(=CC=C1)C)CC(=O)O